C(/C(=C(/CO)\Br)/Br)O trans-2,3-Dibromo-2-buten-1,4-diol